N-(4-(4-amino-7-(1-methyl-1H-pyrazol-4-yl)-3-(4-((4-methylpyrimidin-2-yl)oxy)phenyl)thieno[3,2-c]pyridin-2-yl)-3-difluoromethylphenyl)methacrylamide NC1=NC=C(C2=C1C(=C(S2)C2=C(C=C(C=C2)NC(C(=C)C)=O)C(F)F)C2=CC=C(C=C2)OC2=NC=CC(=N2)C)C=2C=NN(C2)C